FC1=C(C=CC(=C1)OC)C1=NN2C(N=CC=C2)=C1C(=O)OCC Ethyl 2-(2-fluoro-4-methoxyphenyl)pyrazolo[1,5-a]pyrimidine-3-carboxylate